6-(1-(4-methylbenzenesulfonyl)-1H-indol-3-yl)-8-azabicyclo[3.2.1]octane-8-carboxylic acid benzyl ester C(C1=CC=CC=C1)OC(=O)N1C2CCCC1C(C2)C2=CN(C1=CC=CC=C21)S(=O)(=O)C2=CC=C(C=C2)C